Pentaerythritol-tetrakis[3-(3,5-di-t-butyl-4-hydroxyphenyl) propionate] C(C)(C)(C)C=1C=C(C=C(C1O)C(C)(C)C)CCC(=O)OCC(COC(CCC1=CC(=C(C(=C1)C(C)(C)C)O)C(C)(C)C)=O)(COC(CCC1=CC(=C(C(=C1)C(C)(C)C)O)C(C)(C)C)=O)COC(CCC1=CC(=C(C(=C1)C(C)(C)C)O)C(C)(C)C)=O